FC=1C(=NC(=NC1)NC1CCN(CC1)S(=O)(=O)C1CCN(CC1)CC1CCNCC1)C=1C=C(C2=C(N(CCO2)C(C)C)C1)F 5-fluoro-4-(8-fluoro-4-isopropyl-2,3-dihydro-1,4-benzoxazin-6-yl)-N-[1-[[1-(4-piperidylmethyl)-4-piperidyl]sulfonyl]-4-piperidyl]pyrimidin-2-amine